3-butoxycarbonyl-7-methylthiothioxanthone C(CCC)OC(=O)C=1C=CC=2C(C3=CC(=CC=C3SC2C1)SC)=O